C1(CC1)C1=NN(C=C1)C1=C(C=C(C=C1)[N+](=O)[O-])S(=O)(=O)NCC1=C(C=C(C=C1)OC)OC 2-(3-cyclopropyl-1H-pyrazol-1-yl)-N-(2,4-dimethoxybenzyl)-5-nitrobenzenesulfonamide